FC1=C(C(=CC=C1)OC)N1N=C2C(=CC1=O)NN=C2C2=CC=C(C=C2)N2CCN(CC2)CCO 5-(2-fluoro-6-methoxyphenyl)-3-(4-(4-(2-hydroxyethyl)piperazin-1-yl)phenyl)-1H-pyrazolo[4,3-c]pyridazin-6(5H)-one